[O-2].[Mg+2].[Ca+2].[O-2] calcium-magnesium-oxide